P(=O)(=O)C(C(=O)[O-])CCCCCCCCCCCC Phosphomyristate